2-((5-(4-((4-Cyano-2-fluorobenzyl)oxy)pyrimidin-2-yl)-2,5-diazabicyclo[4.1.0]heptan-2-yl)methyl)-1-(thiazol-5-ylmethyl)-1H-benzo[d]imidazole-6-carboxylic acid C(#N)C1=CC(=C(COC2=NC(=NC=C2)N2CCN(C3CC23)CC2=NC3=C(N2CC2=CN=CS2)C=C(C=C3)C(=O)O)C=C1)F